[C@H]1([C@H](O)[C@@H](O)[C@H](O)[C@H](O1)CO)F α-glucosyl fluoride